C1=CC=CC=2NC=3C4=C(C=CC3C(C12)=O)C(C1=C(C=CC=2C(C=3C=CC=CC3NC12)=O)C4=O)=O benzo[1,2-c:4,5-c']diacridine-6,9,15,18(5H,14H)-tetrone